4-bromo-1-methyl-7-oxido-pyrazolo[3,4-b]pyridin-7-ium BrC1=C2C(=[N+](C=C1)[O-])N(N=C2)C